CC1=C(C=C(C(=O)NC=2C=NC=C(C2)C(F)(F)F)C=C1)OC1CN(C1)C=1C=NN2C1C=NC=C2 4-methyl-3-((1-(pyrazolo[1,5-a]pyrazin-3-yl)azetidin-3-yl)oxy)-N-(5-(trifluoromethyl)pyridin-3-yl)benzamide